heneicosyl acrylate C(C=C)(=O)OCCCCCCCCCCCCCCCCCCCCC